FC(C=1C=C(C=CC1)CCC(=O)N)(F)F 3-[3-(trifluoromethyl)phenyl]propanamide